4-phenoxybenzeneacetonitrile O(C1=CC=CC=C1)C1=CC=C(C=C1)CC#N